C(CCC)S(=O)(=O)[NH-] butanesulfonylamide